N=C1N(C(CN1C)=O)CCCC(=O)O 4-(2-imino-3-methyl-5-oxoimidazolidin-1-yl)butyric acid